FC=1C=C(C=CC1N)NC1CCN(CC1)C 3-fluoro-N1-(1-methylpiperidin-4-yl)benzene-1,4-diamine